1-(2-Hydroxy-4,6-dimethoxyphenyl)-3-[4-(trifluoromethyl)phenyl]prop-2-en-1-one OC1=C(C(=CC(=C1)OC)OC)C(C=CC1=CC=C(C=C1)C(F)(F)F)=O